2,6-dihydroxyhexanoic acid OC(C(=O)O)CCCCO